Indolylphenylazaphthalide N1C(=CC2=CC=CC=C12)C1=C2N(OC(=O)C2=CC=C1)C1=CC=CC=C1